Fluoroethyl 5-{[2-(4-bromophenyl)imidazo[1,2-a]pyridin-3-yl]methyl}hexahydropyrrolo[3,4-c]pyrrole-2(1H)-carboxylate BrC1=CC=C(C=C1)C=1N=C2N(C=CC=C2)C1CN1CC2C(C1)CN(C2)C(=O)OCCF